CS(=O)(=O)OCC=1C=NC2=CC(=C(N=C2C1)OC)SC([2H])([2H])[2H] (6-methoxy-7-((methyl-d3)thio)-1,5-naphthyridin-3-yl)methyl methanesulfonate